Bis(3,5-dicarboxyphenyl)terephthalamide C1=CC(=C(C(=C1C(=O)N)C2=CC(=CC(=C2)C(=O)O)C(=O)O)C3=CC(=CC(=C3)C(=O)O)C(=O)O)C(=O)N